4-[(2-aminoethyl)amino]-2-(2,6-dioxopiperidin-3-yl)isoindoline-1,3-dione NCCNC1=C2C(N(C(C2=CC=C1)=O)C1C(NC(CC1)=O)=O)=O